OC=1N(N=C2C=CC(=C(C12)OCC12CCCN2CCC1)C#N)CC1=C2C=CNC2=C(C=C1OC)C 3-hydroxy-2-((5-methoxy-7-methyl-1H-indol-4-yl)-methyl)-4-((tetrahydro-1H-pyrrolizin-7a(5H)-yl)methoxy)-2H-indazole-5-carbonitrile